o-cumyl-octylphenol C(C)(C)(C1=CC=CC=C1)C1=C(C=CC=C1CCCCCCCC)O